(S)-N-methylindoline-2-carboxamide CNC(=O)[C@H]1NC2=CC=CC=C2C1